5-(2,8-dimethylimidazo[1,2-a]pyridin-6-yl)-2-(6-(1-methylazetidin-3-yl)pyridazin-3-yl)phenol hydrochloride Cl.CC=1N=C2N(C=C(C=C2C)C=2C=CC(=C(C2)O)C=2N=NC(=CC2)C2CN(C2)C)C1